C(C)(C)(C)OCCC(=O)[O-] 3-tert-butoxypropanoate